(3R)-2-hydroxy-3-(2-((S)-1-methylpyrrolidine-2-carboxamido)-2-(4-phosphonophenyl)acetamido)-3,4-dihydro-2H-benzo[e][1,2]oxaborinine-8-carboxylic acid OB1OC2=C(C[C@@H]1NC(C(C1=CC=C(C=C1)P(=O)(O)O)NC(=O)[C@H]1N(CCC1)C)=O)C=CC=C2C(=O)O